ethyl 6-((1-((4-hydroxy-2-methylbutan-2-yl)sulfonyl)cyclopropyl)methyl)-1-methyl-7-oxo-4,5,6,7-tetrahydro-1H-pyrazolo[3,4-c]pyridine-3-carboxylate OCCC(C)(C)S(=O)(=O)C1(CC1)CN1C(C2=C(CC1)C(=NN2C)C(=O)OCC)=O